C(C1=CC=CC=C1)OC(=O)N1[C@@H](CCC1)C1=C(C=CC=C1)N(C)C(=O)OC(C)(C)C (S)-2-(2-((tert-Butoxycarbonyl)(methyl)amino)phenyl)pyrrolidine-1-carboxylic acid benzyl ester